ethyl 2-methyl-5-(6-methylpyridin-3-yl)-1,3-thiazole-4-carboxylate CC=1SC(=C(N1)C(=O)OCC)C=1C=NC(=CC1)C